chloromethyl (E)-octadec-9-enoate C(CCCCCCC\C=C\CCCCCCCC)(=O)OCCl